(2S)-4-[{(1R)-1-[1-Benzyl-4-(2,5-difluorophenyl)-1H-pyrrol-2-yl]-2,2-dimethylpropyl}(glycoloyl)amino]-2-[(tert-butoxycarbonyl)amino]butanoic acid C(C1=CC=CC=C1)N1C(=CC(=C1)C1=C(C=CC(=C1)F)F)[C@@H](C(C)(C)C)N(CC[C@@H](C(=O)O)NC(=O)OC(C)(C)C)C(CO)=O